FC=1C=C(OCC=2NC(NC2)=S)C=CC1F 4-[(3,4-Difluorophenoxy)methyl]1,3-dihydroimidazole-2-thione